ICC(=O)[O-].[Na+] mono-sodium iodoacetate